3-((13S,15S,Z)-4-fluoro-16-(hydroxymethylene)-13-methyl-17-oxo-7,8,9,11,12,13,14,15,16,17-decahydro-6H-cyclopenta[a]phenanthren-15-yl)-N-(1,3,4-thiadiazol-2-yl)propanamide FC1=CC=CC=2C3CC[C@@]4(C(\C(\[C@H](C4C3CCC12)CCC(=O)NC=1SC=NN1)=C/O)=O)C